[Ca+2].C(CCNC([C@@H](O)C(C)(C)CO)=O)(=O)[O-].C(CCNC([C@@H](O)C(C)(C)CO)=O)(=O)[O-] d-pantothenic acid, calcium salt